ClC1=NC(=CC(=C1)C=1C(=NN2C1N=C(C=C2)NC(=NC#N)NCC(C)(C)O)C2=CC(=CC=C2)C#N)C 1-[3-(2-chloro-6-methyl-4-pyridinyl)-2-(3-cyanophenyl)pyrazolo[1,5-a]pyrimidin-5-yl]-2-cyano-3-(2-hydroxy-2-methyl-propyl)guanidine